C(C=C)(=O)O.C(C=C)(=O)O.C1(CCCC1)(CO)CO.C1(CCCC1)(CO)CO Dicyclopentanedimethanol diacrylate